[2-(TRIFLUOROMETHYL)QUINAZOLIN-4-YL]BORONIC ACID FC(C1=NC2=CC=CC=C2C(=N1)B(O)O)(F)F